4-hydroxy-4-{1-[trans-4-(4-methyl-5-{[3-(prop-2-yl)phenoxy]methyl}-4H-1,2,4-triazol-3-yl)cyclohexyl]-1H-1,2,3-triazol-4-yl}piperidine-1-carboxylic acid tert-butyl ester C(C)(C)(C)OC(=O)N1CCC(CC1)(C=1N=NN(C1)[C@@H]1CC[C@H](CC1)C1=NN=C(N1C)COC1=CC(=CC=C1)C(C)C)O